N-[2-amino-5-(2-thienyl)phenyl]-4-[1-(methylsulfonyl)cyclopropyl]benzamide 3-cyclohexenate C1(CC=CCC1)C(=O)O.NC1=C(C=C(C=C1)C=1SC=CC1)NC(C1=CC=C(C=C1)C1(CC1)S(=O)(=O)C)=O